(1S,2R)-2-amino-1-phenylpropan-1-ol N[C@@H]([C@@H](O)C1=CC=CC=C1)C